C(C(=O)OCC)(=O)OCC(C)(C)OC(C)C1=CC(CC1)(C)C 2-[1-(3,3-dimethyl-1-cyclopenten-1-yl) ethoxy]-2-methylpropyl ethyl oxalate